C(N)(=N)OCCNC(=O)[C@H]1N(CC2(OCCO2)C1)C(CNC(C1=CC=C(C=C1)OC1=CC=CC=C1)=O)=O (S)-N-(2-(guanyloxy)ethyl)-7-(2-(4-phenoxybenzamido)acetyl)-1,4-dioxa-7-azaspiro[4.4]nonane-8-carboxamide